C(C)OC(=O)C=1C=NN(C1N)CC1CC1 5-amino-1-(cyclopropylmethyl)-1H-pyrazole-4-carboxylic acid ethyl ester